C(CCC(=O)[O-])(=O)OCCCOC(C=C)=O monoacryloxypropyl succinate